4-amino-3,5,6-trichloropicolinate ammonium salt [NH4+].NC1=C(C(=NC(=C1Cl)Cl)C(=O)[O-])Cl